C[C@H]1CCC(=NC1)C=1C=CC2=CN(N=C2C1)C1CC(N(CC1)C)(C)C 6-((S)-5-methyl-3,4,5,6-tetrahydropyridin-2-yl)-2-(1,2,2-trimethylpiperidin-4-yl)-2H-indazole